2-(6-Methylpyridazin-4-yl)-5-nitrobenzenesulfonamide CC1=CC(=CN=N1)C1=C(C=C(C=C1)[N+](=O)[O-])S(=O)(=O)N